(R)-2-((3'-(4-Chloro-2-fluorobenzyloxy)-2-fluorobiphenyl-4-yl)methyl)-1-((tetrahydrofuran-2-yl)methyl)-1H-benzo[d]imidazol ClC1=CC(=C(COC=2C=C(C=CC2)C2=C(C=C(C=C2)CC2=NC3=C(N2C[C@@H]2OCCC2)C=CC=C3)F)C=C1)F